ClC1=C(C(=O)O)C=C(C(=C1)C(=O)O)Cl 2,5-dichloroterephthalic acid